methyl 4-(1-(7-chloro-2-(4-methoxybenzyl)-1-oxo-1,2-dihydrophthalazin-5-yl)ethoxy)butanoate ClC1=CC(=C2C=NN(C(C2=C1)=O)CC1=CC=C(C=C1)OC)C(C)OCCCC(=O)OC